N-(formylamidino)-N'-β-d-ribofuranosylurea C(=O)NC(=N)NC(=O)N[C@H]1[C@H](O)[C@H](O)[C@H](O1)CO